Methyl pentanoate (methyl valerate) CC(C(=O)O)CCC.C(CCCC)(=O)OC